4-Methyl-3-(pyridin-3-ylethynyl)benzamide CC1=C(C=C(C(=O)N)C=C1)C#CC=1C=NC=CC1